C([2H])([2H])([2H])N(C([2H])([2H])[2H])C[C@@H]1CN(CC[C@]1(C1=CC(=CC=C1)OC([2H])([2H])[2H])OC(C1=CC=CC=C1)=O)C(CC1=C(C=C(C(=C1)F)F)F)=O (3R,4S)-3-((bis(methyl-d3)amino)methyl)-4-(3-(methoxy-d3)phenyl)-1-(2-(2,4,5-trifluorophenyl)acetyl)piperidin-4-ylbenzoate